Cerotoyl-(cerotic acid) C(CCCCCCCCCCCCCCCCCCCCCCCCC)(=O)C(C(=O)O)CCCCCCCCCCCCCCCCCCCCCCCC